4-hydroxyl-[1,1'-biphenyl]-3-carboxylic acid OC1=C(C=C(C=C1)C1=CC=CC=C1)C(=O)O